P(OC1=C(C=C(C=C1)C(C)(C)C)C1=CC=C(C=C1)C(C)(C)C)([O-])[O-] 4-t-butylphenyl-4-t-butylphenyl phosphite